ClC=1C=C(NC(C(C(=O)O)(F)F)=O)C=C(C1)Cl 3-(3,5-dichloroanilino)-2,2-difluoro-3-oxo-propionic acid